(S)-2-(4-(5-chlorothiophene-2-yl)-1H-1,2,3-triazol-1-yl)-3-methylbutanoic acid ClC1=CC=C(S1)C=1N=NN(C1)[C@H](C(=O)O)C(C)C